Cl.N[C@@](C)(C1=CC=C(C=C1)F)C=1C=NC(=NC1)N1CCN(CC1)C1=NC=NN2C1=CC(=C2)C=2C=NN(C2)CCO (S)-2-(4-(4-(4-(5-(1-amino-1-(4-fluorophenyl)ethyl)pyrimidin-2-yl)piperazin-1-yl)pyrrolo[2,1-f][1,2,4]triazin-6-yl)-1H-pyrazol-1-yl)ethanol hydrochloride